(3R)-tert-butyl N-[3-(methylamino)-1-(4-nitrophenyl)-3-oxopropyl]carbamate CNC(CC(C1=CC=C(C=C1)[N+](=O)[O-])NC(OC(C)(C)C)=O)=O